C(#N)N1[C@H]2[C@@H](C[C@@H]1CC2)NC(=O)[C@H]2CN(CC2)CC2=CC(=CC(=C2)Cl)Cl (3R)-N-((1R,2R,4S)-7-cyano-7-azabicyclo[2.2.1]heptan-2-yl)-1-(3,5-dichlorobenzyl)-3-pyrrolidinecarboxamide